NCC1=CC=C(S1)S(=O)(=O)N1C[C@H](C[C@H](C1)C1=CC=CC=C1)C(=O)N1CCOCC1 ((3S,5S)-1-((5-(aminomethyl)thiophen-2-yl)sulfonyl)-5-phenylpiperidin-3-yl)(morpholino)methanone